4-(4-((1S,4S)-2,5-diazabicyclo[2.2.2]octan-2-yl)-6-chloro-8-fluoro-2-(((2R,7aS)-2-fluorotetrahydro-1H-pyrrolizin-7a(5H)-yl)methoxy)quinazolin-7-yl)-5-ethyl-6-fluoronaphthalen-2-ol [C@@H]12N(C[C@@H](NC1)CC2)C2=NC(=NC1=C(C(=C(C=C21)Cl)C2=CC(=CC1=CC=C(C(=C21)CC)F)O)F)OC[C@]21CCCN1C[C@@H](C2)F